(R)-7-(5-(2,6-difluorophenyl)-3,7-dimethyl-1,6-dihydropyrazolo[4,3-d]pyrido[4,3-f][1,3]diazepin-9-yl)-2-oxa-7-azaspiro[4.5]decane FC1=C(C(=CC=C1)F)C=1NC2=C(C3=C(N1)C(=NN3)C)C=C(N=C2C)N2C[C@]3(CCOC3)CCC2